methyl 2-(4-amino-3-((trimethylsilyl)ethynyl)phenyl)-2-methylpropanoate NC1=C(C=C(C=C1)C(C(=O)OC)(C)C)C#C[Si](C)(C)C